N-((4-(((R)-4-amino-1-(phenylthio)butan-2-yl)amino)-3-((trifluoromethyl)sulfonyl)phenyl)sulfonyl)-4-(4-((R)-(4'-chloro-[1,1'-biphenyl]-2-yl)(hydroxy)methyl)piperidin-1-yl)benzamide NCC[C@H](CSC1=CC=CC=C1)NC1=C(C=C(C=C1)S(=O)(=O)NC(C1=CC=C(C=C1)N1CCC(CC1)[C@@H](O)C1=C(C=CC=C1)C1=CC=C(C=C1)Cl)=O)S(=O)(=O)C(F)(F)F